N-(2-fluoro-4-(1-methyl-7-((4-oxocyclohexyl)amino)-1,4-dihydropyrimido[4,5-d]pyrimidin-3(2H)-yl)phenyl)-1-(4-fluorophenyl)methanesulfonamide FC1=C(C=CC(=C1)N1CN(C2=NC(=NC=C2C1)NC1CCC(CC1)=O)C)NS(=O)(=O)CC1=CC=C(C=C1)F